methyl 2-((5-(6-((4-cyano-2-fluorobenzyl)oxy)pyridin-2-yl)-2-azabicyclo[4.1.0]heptan-2-yl)methyl)-1-((R)-2-methoxypropyl)-1H-benzo[d]imidazole-6-carboxylate C(#N)C1=CC(=C(COC2=CC=CC(=N2)C2CCN(C3CC23)CC2=NC3=C(N2C[C@@H](C)OC)C=C(C=C3)C(=O)OC)C=C1)F